[2-(acetoxy)benzoyloxy]-N-ethylacetamide C(C)(=O)OC1=C(C(=O)OCC(=O)NCC)C=CC=C1